COC(=O)C1CC1 cyclopropanecarboxylic Acid Methyl Ester